N-(3-methylphenyl)benzamide CC1=CC(=CC=C1)NC(=O)C2=CC=CC=C2